FC1(CC=C(CC1)C=1CCCC2=C(C1C1=CC(=CC=C1)O[C@H]1CN(CC1)CCCF)C=CC(=C2)C(=O)OC)F Methyl (R)-8-(4,4-difluorocyclohex-1-en-1-yl)-9-(3-((1-(3-fluoropropyl)pyrrolidin-3-yl)oxy)phenyl)-6,7-dihydro-5H-benzo[7]annulene-3-carboxylate